di-pentyl ether C(CCCC)OCCCCC